(2-(aminomethyl)cyclopropyl)(2-chloro-4-fluorophenyl)methanone NCC1C(C1)C(=O)C1=C(C=C(C=C1)F)Cl